CC1=C(C=C(C=C1)N1CCN(CC1)C(=O)OC(C)(C)C)[N+](=O)[O-] tert-butyl 4-(4-methyl-3-nitro-phenyl)piperazine-1-carboxylate